1-[rac-(1R,3S)-3-(trifluoromethyl)cyclopentyl]-3-[[2-(2,2,2-trifluoro-ethoxy)pyridin-4-yl]methyl]urea FC([C@@H]1C[C@@H](CC1)NC(=O)NCC1=CC(=NC=C1)OCC(F)(F)F)(F)F |r|